3-(4-fluoro-3-(trifluoromethyl)phenyl)-5-(2-(3-fluoropyrrolidin-1-yl)-2-oxoethyl)-7-(1-(hydroxyimino)ethyl)thieno[3,2-c]pyridin-4(5H)-one FC1=C(C=C(C=C1)C1=CSC2=C1C(N(C=C2C(C)=NO)CC(=O)N2CC(CC2)F)=O)C(F)(F)F